BrC1=CC=C(C=C1)C1=CC=C(C=C1)CCC 4-bromo-4'-propyl-1,1'-biphenyl